C(CCCCC(=O)OCCCC)(=O)OCCCC dinormalbutyl adipate